N=1NN=NC1C=1C=C(CNC2=NS(C3=C(N2)C(=CC=C3)OC3=C(C=CC=C3)Cl)(=O)=O)C=CC1 3-((3-(2H-tetrazol-5-yl)benzyl)amino)-5-(2-chlorophenoxy)-4H-benzo[e][1,2,4]thiadiazine 1,1-dioxide